(1S,3S)-3-((6-(5-chloro-3-(((4-isopropylpyrimidin-2-yl)amino)methyl)thiophen-2-yl)-2-methylpyridin-3-yl)oxy)cyclohexane-1-carboxylic acid ClC1=CC(=C(S1)C1=CC=C(C(=N1)C)O[C@@H]1C[C@H](CCC1)C(=O)O)CNC1=NC=CC(=N1)C(C)C